ClC=1CN(C(=CC1OCC1=NC=C(C=C1F)F)C)C1=CC(=NC=C1OC)N1CC(=CC=C1)C(C)(C)O 3''-chloro-4''-((3,5-difluoropyridine-2-yl)methoxy)-3-(2-hydroxypropane-2-yl)-5'-methoxy-6''-methyl-2H,2''H-[1,2':4',1''-terpyridine]